[4-(6-Amino-pyridazin-3-yl)-piperidin-1-yl]-[5-(3-cyclopropylmethoxy-phenyl)-4-methoxy-pyridin-2-yl]-methanone NC1=CC=C(N=N1)C1CCN(CC1)C(=O)C1=NC=C(C(=C1)OC)C1=CC(=CC=C1)OCC1CC1